N-Isobutyryl-5-(S)-methyl-3'-O-[(1,1-dimethylethyl)dimethylsilyl]-2'-O-methyl-guanosine C(C(C)C)(=O)NC1=NC([C@]2(N=CN([C@H]3[C@H](OC)[C@H](O[Si](C)(C)C(C)(C)C)[C@@H](CO)O3)C2=N1)C)=O